N,3-dimethyl-5-oxo-N,1-diphenyl-4H-pyrazole-4-carboxamide CN(C(=O)C1C(=NN(C1=O)C1=CC=CC=C1)C)C1=CC=CC=C1